sodium 2,6-dihydroxybenzoate OC1=C(C(=O)[O-])C(=CC=C1)O.[Na+]